FC=1C(=CC2=C(N=C(O2)C2CCN(CC2)C2=C(C(N(C3=CC=CC=C23)C)=O)C(=O)N)C1)F 4-[4-(5,6-Difluoro-1,3-benzooxazol-2-yl)piperidin-1-yl]-1-methyl-2-oxo-1,2-dihydroquinoline-3-carboxamide